C(#N)C1=C(C=CC=C1)C(NCC1=CC(=CC(=C1)OC)OC)=S 2-cyano-N-(3,5-Dimethoxybenzyl)benzenethioamide